6-chloro-5-fluorothieno[3,2-b]thiophene-2-carboxylic acid ClC1=C(SC2=C1SC(=C2)C(=O)O)F